(2-(2-isopropylphenyl)-4-(4-methoxybenzyl)-5-methylpiperazin-1-yl)-7-azaspiro[3.5]nonane C(C)(C)C1=C(C=CC=C1)C1N(CC(N(C1)CC1=CC=C(C=C1)OC)C)C1CCC12CCNCC2